cyclopropyl-[4-(trifluoro-methyl)-2-pyridinyl]Methylketoxime C1(CC1)C(C1=NC=CC(=C1)C(F)(F)F)C(=NO)C(C1CC1)C1=NC=CC(=C1)C(F)(F)F